5-(2-(2,6-Difluorophenyl)pyrrolidin-1-yl)-N-((R,E)-4-(methylsulfonyl)but-3-en-2-yl)pyrazine-2-carboxamide FC1=C(C(=CC=C1)F)C1N(CCC1)C=1N=CC(=NC1)C(=O)N[C@H](C)\C=C\S(=O)(=O)C